C(C)C1=NC(=NO1)C=1C=C(C(=O)NCCNC(=O)C=2SC(=C(N2)C)C(=O)OCC)C=CC1 ethyl 2-((2-(3-(5-ethyl-1,2,4-oxadiazol-3-yl)benzamido)ethyl)carbamoyl)-4-methylthiazole-5-carboxylate